ClC=1C(=NC=CC1C1=C(C(=CC=C1)NC(C1=NC=C(C=C1)CN(C)CCO)=O)C)C1=CC(=C(CN(C(OC(C)(C)C)=O)C[C@H]2NC(CC2)=O)C=C1)OC tert-butyl (S)-(4-(3-chloro-4-(3-(5-(((2-hydroxyethyl)(methyl)amino)methyl)picolinamido)-2-methylphenyl)pyridin-2-yl)-2-methoxybenzyl)((5-oxopyrrolidin-2-yl)methyl)carbamate